pentadecyl-4,4-bis(octyloxy)butanoate C(CCCCCCCCCCCCCC)OC(CCC(OCCCCCCCC)OCCCCCCCC)=O